(2-(4-cyclobutylphenyl)-9-methoxy-2,3,4,5,5a,6,8,9-octahydro-7H-1,2,5,7-tetraazabenzo[cd]azulen-7-yl)prop-2-en-1-one C1(CCC1)C1=CC=C(C=C1)N1N=C2C(CN(CC3C2=C1CCN3)C(C=C)=O)OC